N(N=C1SC2=C(N1CC)C=CC(=C2)S(=O)(=O)O)=C2SC1=C(N2CC)C=CC(=C1)S(=O)(=O)O 2,2'-azinobis-(3-ethylbenzothiazoline-6-sulphonic acid)